(1s,4s)-N-(3-methoxy-4-methylphenyl)-1-methyl-4-(5-methyl-2-oxo-1,2-dihydroquinazolin-3(4H)-yl)cyclohexanecarboxamide COC=1C=C(C=CC1C)NC(=O)C1(CCC(CC1)N1C(NC2=CC=CC(=C2C1)C)=O)C